3-bromo-1-(5-bromo-3-chloropyridin-2-yl)-1H-pyrazole-5-carboxylic acid BrC1=NN(C(=C1)C(=O)O)C1=NC=C(C=C1Cl)Br